ClC1=NC=C(C(=N1)NC1=CC(=C(C=C1)C)NS(=O)(=O)C(C)(C)C)C 2-Chloro-N4-(4-methyl-[3-(1,1-dimethylethylsulfonamido)]phenyl)-5-methylpyrimidin-4-amine